6-[5-(6-methyl-2-pyridyl)-1H-imidazol-4-yl]-N-(2-pyrrolidin-1-ylethyl)quinolin-3-amine CC1=CC=CC(=N1)C1=C(N=CN1)C=1C=C2C=C(C=NC2=CC1)NCCN1CCCC1